C(C)(C)OC1=C(C#N)C=C(C=C1)S(F)(F)(F)(F)F 2-isopropoxy-5-(pentafluorosulfanyl)benzonitrile